1-[4-(5-{[4-chloro-3-(5-phenyl-1H-imidazol-2-yl)phenyl]amino}-1,2,3,4-tetrahydroisoquinolin-2-yl)piperidin-1-yl]ethan-1-one ClC1=C(C=C(C=C1)NC1=C2CCN(CC2=CC=C1)C1CCN(CC1)C(C)=O)C=1NC(=CN1)C1=CC=CC=C1